OC1(CN(C1)C(=O)OC(C)(C)C)C=1C=NC(=CC1)OC Tert.-butyl 3-hydroxy-3-(6-methoxypyridin-3-yl)azetidine-1-carboxylate